C(C)(C)(C)OC(=O)N1C[C@H]2C([C@@H](C1)C2)C(N[C@@H](C)C2=NC=C1N2C=CC=C1Br)=O.C(C#C)O[Si](C)(C)C propargyl-oxytrimethylsilane tert-butyl-(1R,5S,6r)-6-(((S)-1-(8-bromoimidazo[1,5-a]pyridin-3-yl)ethyl)carbamoyl)-3-azabicyclo[3.1.1]heptane-3-carboxylate